CCCCCC(=O)N[C@H](C(=O)O)O The molecule is an N-acyl-(2S)-hydroxyglycine resulting from the formal condensation of hexanoic acid (caproic acid) with the amino group of (2S)-hydroxyglycine. It derives from a hexanoic acid. It is a conjugate acid of a N-hexanoyl-(2S)-hydroxyglycinate.